N-[(3-fluorophenyl)-methyl]-4-methyl-2-propyl-7-(trifluoromethyl)-quinoline-3-carboxylic acid amide FC=1C=C(C=CC1)CNC(=O)C=1C(=NC2=CC(=CC=C2C1C)C(F)(F)F)CCC